C(#N)CC(=O)N1C[C@@H](CCC1)NC1=C2C(=NC=C1C(=O)OCC1CC1)NC=C2 cyclopropylmethyl (R)-4-((1-(2-cyanoacetyl)piperidin-3-yl)amino)-1H-pyrrolo[2,3-b]pyridine-5-carboxylate